FC1=CC(=C(C=C1)C1=CC(=CC=C1)C=1OC2=C(N1)C=C(C=C2)CNCCOC)C2=NN=CN2C N-((2-(4'-Fluoro-2'-(4-methyl-4H-1,2,4-triazol-3-yl)-[1,1'-biphenyl]-3-yl)benzo[d]oxazol-5-yl)methyl)-2-methoxyethan-1-amine